C(CCCCCCC(=O)O)(=O)O.C(CCCCCCC)(N)N octanediamine suberate